6-[4-(dimethylamino)-5,6-difluoro-8-(methylamino)-9H-pyrido[2,3-b]indol-3-yl]-1-morpholino-4-oxo-1,8-naphthyridine-3-carboxylic acid CN(C1=C(C=NC=2NC3=C(C=C(C(=C3C21)F)F)NC)C=2C=C1C(C(=CN(C1=NC2)N2CCOCC2)C(=O)O)=O)C